C(C)[N+]1(C(CCCC1C)C)CC 1,1-Diethyl-2,6-dimethylpiperidin-1-ium